1,3-dioxoisoquinoline O=C1NC(CC2=CC=CC=C12)=O